(R)-1,1,1-trifluoro-2-((R)-4-methyl-4,5-dihydroisoxazolo[5,4-c]pyrazolo[1,5-a]pyridin-3-yl)propan-2-ol FC([C@](C)(O)C1=NOC=2C=3N(C[C@@H](C21)C)N=CC3)(F)F